C(CC1=CC=CC=C1)SSC=1OC2=C(N1)C=CC=C2 2-(phenethyldisulfanyl)benzo[d]Oxazole